C1(CC1)C1=CC=C(C(=N1)NC1=C(N=CO1)C)C#N 6-cyclopropyl-2-[(4-methyloxazol-5-yl)amino]pyridine-3-carbonitrile